4-amino-bicyclo[2.2.2]Octane NC12CCC(CC1)CC2